4-bromobicyclo[4.2.0]oct-1,3,5-triene-3-amine BrC1=C(C=C2CCC2=C1)N